1-(4-amino-5-(7-methoxy-5-methylbenzothien-2-yl)-9,9-dimethyl-8,9-dihydropyrazino[1',2':1,5]pyrrolo[2,3-d]pyrimidin-7(6H)-yl)-2-fluoroprop-2-en-1-one NC=1C2=C(N=CN1)N1C(=C2C=2SC3=C(C2)C=C(C=C3OC)C)CN(CC1(C)C)C(C(=C)F)=O